(tetrahydro-2H-pyran-2-yloxy)-eicosanol O1C(CCCC1)OC(CCCCCCCCCCCCCCCCCCC)O